N[C@H](C(=O)O)CC1=CNC2=CC=CC(=C12)C (S)-2-amino-3-(4-methyl-1H-indol-3-yl)propanoic acid